FC(CN1N=NC(=C1)C(=O)NC)CCC=1N=NC(=CC1)NC(CC1=NC=CC(=C1)OC(C(F)(F)F)C)=O 1-(2-fluoro-4-(6-(2-(4-((1,1,1-trifluoropropan-2-yl)oxy)pyridin-2-yl)acetamido)pyridazin-3-yl)butyl)-N-methyl-1H-1,2,3-triazole-4-carboxamide